C(C)(C)(C)C=1C=C(C=C(C1)C(C)(C)C)C1=NN(C(=C1O)C)C 3-(3,5-Di-tert-butylphenyl)-1,5-dimethyl-1H-pyrazole-4-ol